CC=1C=C(C=CC1C(N[C@H](C)C1=CC(=NC2=CC=CC=C12)C=1C=NN(C1)C)=O)C1(CC1)NC(=O)C=1NC=CN1 (R)-N-(1-(3-methyl-4-((1-(2-(1-methyl-1H-pyrazol-4-yl)quinolin-4-yl)ethyl)carbamoyl)phenyl)cyclopropyl)-1H-imidazole-2-carboxamide